5-bromo-2,3-dihydro-1-benzofuran-7-sulfonyl chloride BrC=1C=C(C2=C(CCO2)C1)S(=O)(=O)Cl